2-[[7-([2-fluoro-4-[5-(hydroxymethyl)pyrazol-1-yl]phenyl]amino)-1,6-naphthyridin-2-yl](piperidin-4-yl)amino]ethanol FC1=C(C=CC(=C1)N1N=CC=C1CO)NC1=NC=C2C=CC(=NC2=C1)N(CCO)C1CCNCC1